C1(CC1)N1C(=NC2=C1C=C(C=C2)F)C=2C(=NC=NC2)CNC(C)=O N-((5-(1-Cyclopropyl-6-fluoro-1H-benzo[d]imidazol-2-yl)pyrimidin-4-yl)methyl)acetamid